FC(C(=O)O)(F)F.FC=1C(=C(C=CC1F)C(=O)N1CC(C1)NC(CN)=O)NC1=C(C=C(C=C1)I)F N-[1-({3,4-difluoro-2-[(2-fluoro-4-iodophenyl)amino]phenyl}carbonyl)azetidin-3-yl]glycinamide trifluoroacetate salt